2-chloro-3-methyl-6,7-dihydro-5H-pyrrolo[1,2-a]imidazole ClC=1N=C2N(C1C)CCC2